4-methyloxazol-5-carboxylic acid CC=1N=COC1C(=O)O